C(ONCC)CONCC 2,2-(ethylenedioxy)bis(ethylamine)